S1C(=NC2=C1C=CC=C2)NC2=C(C=C(N=N2)N(C=2SC(=C(N2)C(=O)OCC)N2C[C@H](CC2)OCC2=CC=CC=C2)C)C ethyl 2-({6-[(1,3-benzothiazol-2-yl) amino]-5-methylpyridazin-3-yl} (methyl) amino)-5-[(3S)-3-(benzyloxy) pyrrolidin-1-yl]-1,3-thiazole-4-carboxylate